FC1=C2C=CNC2=CC(=C1OC=1C=CC(=C(C1)C=1NC(=C(N1)C(=O)O)CC1=C(C=CC=C1)F)F)F 2-(5-((4,6-Difluoro-1H-indol-5-yl)oxy)-2-fluorophenyl)-5-(2-fluorobenzyl)-1H-imidazole-4-carboxylic acid